(4S)-2-{[(2S)-1,4-Dioxan-2-yl]methyl}-4-methyl-N-[(1-methyl-1H-imidazol-4-yl)methyl]-8-(trifluoromethyl)-4,5-dihydro-2H-furo[2,3-g]indazol-7-carboxamid O1[C@H](COCC1)CN1N=C2C3=C(C[C@@H](C2=C1)C)OC(=C3C(F)(F)F)C(=O)NCC=3N=CN(C3)C